ClC1=CC=NC(=C1C=O)N1C(C=2N(C=C1)C1=C(C2)CCC1)=O 4-chloro-2-(1-oxo-1,6,7,8-tetrahydro-2H-cyclopenta[4,5]pyrrolo[1,2-a]pyrazin-2-yl)nicotinaldehyde